4-((1S,4R,5R)-5-((4-Cyclopropyl-1-(2,6-dichlorophenyl)-1H-pyrazol-5-yl)methoxy)-3-oxo-2-azabicyclo[2.2.1]heptan-2-yl)-N-((tetrahydro-2H-pyran-4-yl)sulfonyl)benzamid C1(CC1)C=1C=NN(C1CO[C@H]1[C@@H]2C(N([C@H](C1)C2)C2=CC=C(C(=O)NS(=O)(=O)C1CCOCC1)C=C2)=O)C2=C(C=CC=C2Cl)Cl